3-((2-((2,5-dimethoxyphenyl)amino)quinazolin-4-yl)amino)propan-1-ol COC1=C(C=C(C=C1)OC)NC1=NC2=CC=CC=C2C(=N1)NCCCO